The molecule is a glycine derivative in which a glycine core carries an N-{5-[(4-nitrobenzyl)amino]-5-oxopentanoyl} substituent. It has a role as an epitope. It is a glycine derivative and a C-nitro compound. It derives from a glutaric acid. C1=CC(=CC=C1CNC(=O)CCCC(=O)NCC(=O)O)[N+](=O)[O-]